CC1=NC=CC=C1C1=NC=2NS(C=3C=CC=C(C(N4CC=5C=CC=CC5C(OC(=C1C(F)(F)F)N2)C4)=O)C3)(=O)=O 12-(2-Methyl-3-pyridyl)-8,8-dioxo-13-(trifluoromethyl)-15-oxa-8λ6-thia-1,9,11,25-tetrazapentacyclo[14.7.1.13,7.110,14.017,22]hexacosa-3,5,7(26),10(25),11,13,17(22),18,20-nonaen-2-one